2'-C-methylguanosine 5'-[2-[(3-hydroxy-2,2-dimethyl-1-oxopropyl)thio]ethyl N-(phenylmethyl)phosphoramidate] OCC(C(=O)SCCN(P(O)(=O)OC[C@@H]1[C@H]([C@]([C@@H](O1)N1C=NC=2C(=O)NC(N)=NC12)(O)C)O)CC1=CC=CC=C1)(C)C